FC=1C(=C(C(=C(C(=O)NCB)C1)OC)F)F.[K] Potassium trifluoro-[[(2-methoxybenzoyl)amino]methyl]borane